BrC=1C(=C(C(N(C1)C)=O)C)F 5-bromo-4-fluoro-1,3-dimethylpyridin-2(1H)-one